(S)-8-(2-amino-6-((R)-1-(4',5-dichloro-[1,1'-biphenyl]-2-yl)-2,2,2-trifluoroethoxy)pyrimidin-4-yl)-2,8-diazaspiro[4.5]decane-3-carboxylic acid NC1=NC(=CC(=N1)N1CCC2(C[C@H](NC2)C(=O)O)CC1)O[C@@H](C(F)(F)F)C1=C(C=C(C=C1)Cl)C1=CC=C(C=C1)Cl